(S)-1-(6-(4-chloro-2-fluorobenzyloxy)-3,5-difluoropyridin-2-yl)-3-methylpiperazine hydrochloride Cl.ClC1=CC(=C(COC2=C(C=C(C(=N2)N2C[C@@H](NCC2)C)F)F)C=C1)F